C(C)(C)(C)OC(NC1CC2(C1)CCN(CC2)C2=C(C=C(C=C2)N)C)=O (7-(4-amino-2-methylphenyl)-7-azaspiro[3.5]nonan-2-yl)carbamic acid tert-butyl ester